NCC1NCCC2=CC=CC=C12 (-)-1-aminomethyl-1,2,3,4-tetrahydroisoquinoline